(3-((benzyloxy)methyl)-4-ethyl-5-oxo-4,5-dihydro-1H-1,2,4-triazol-1-yl)-2-(2-chloro-6-fluorophenyl)-4-cyclopropylisoquinolin-1(2H)-one C(C1=CC=CC=C1)OCC1=NN(C(N1CC)=O)C=1N(C(C2=CC=CC=C2C1C1CC1)=O)C1=C(C=CC=C1F)Cl